BrC=1C(=C(C=C(C1)F)NS(=O)(=O)CCC)Cl N-(3-bromo-2-chloro-5-fluorophenyl)propane-1-sulfonamide